C12C(C3CC(CC(C1)C3)C2)NCCCNC(=O)C2=NN(C(=C2C)C2=CC=C(C=C2)Cl)C2=C(C=C(C=C2)Cl)Cl N-(3-(((1r,3r,5r,7r)-adamantan-2-yl)amino)propyl)-5-(4-chlorophenyl)-1-(2,4-dichlorophenyl)-4-methyl-1H-pyrazole-3-carboxamide